FC(CCOC1=CSC=C1)(F)F 3-(3,3,3-trifluoro-propoxy)thiophene